CC=1C=CC(=NC1C)NC(=O)C1CN(C1)C1=C(C=C2C(C(=CN(C2=N1)C=1SC=CN1)C(=O)O)=O)F 7-{3-[(5,6-dimethylpyridin-2-yl)carbamoyl]azetidin-1-yl}-6-fluoro-4-oxo-1-(1,3-thiazol-2-yl)-1,4-dihydro-1,8-naphthyridine-3-carboxylic acid